2-(dimethylamino)-1-(4-(3-isopropyl-2-(5-methyl-[1,2,4]triazolo[1,5-a]pyridin-7-yl)-1H-indol-5-yl)piperidin-1-yl)ethan-1-one CN(CC(=O)N1CCC(CC1)C=1C=C2C(=C(NC2=CC1)C1=CC=2N(C(=C1)C)N=CN2)C(C)C)C